ClC1=C(COC2=C(C=C(C=C2)C2=C(C3=C(S2)C=C(C=C3)C3=NN=NN3)C(=O)N)F)C=CC(=C1)F (4-((2-chloro-4-fluorobenzyl)oxy)-3-fluorophenyl)-6-(1H-tetrazol-5-yl)benzo[b]thiophene-3-carboxamide